(sulfonylbis(2,3,5,6-tetrafluoro-4,1-phenylene))bis((3,3,4,4,5,5,6,6,7,7,8,8,9,9,10,10,10-heptadecafluorodecyl)sulfane) S(=O)(=O)(C1=C(C(=C(C(=C1F)F)SCCC(C(C(C(C(C(C(C(F)(F)F)(F)F)(F)F)(F)F)(F)F)(F)F)(F)F)(F)F)F)F)C1=C(C(=C(C(=C1F)F)SCCC(C(C(C(C(C(C(C(F)(F)F)(F)F)(F)F)(F)F)(F)F)(F)F)(F)F)(F)F)F)F